[Cl-].C(CCC)[NH+](CC)CC butyl-N,N-diethylammonium chloride